C(C)N1N=C2C=CC=CC2=C1C1=C(C(=C(C#N)C=C1)OCOC)CO (2-ethyl-2H-indazol-3-yl)hydroxymethyl-2-(methoxymethoxy)benzonitrile